(E)-3-(2-(dimethylamino)ethylidene)-1-(4-((3-fluoro-2-methyl-4-((1-methyl-1H-benzo[d][1,2,3]triazol-5-yl)oxy)phenyl)amino)pyrido[3,4-d]pyrimidin-6-yl)-4-methylpyrrolidin-2-one CN(C\C=C/1\C(N(CC1C)C1=CC2=C(N=CN=C2NC2=C(C(=C(C=C2)OC2=CC3=C(N(N=N3)C)C=C2)F)C)C=N1)=O)C